C1(CC1)CC(=O)OC(N)=O 1-carbamoyl cyclopropylacetate